C(C)(C)(C)OC1C(C2=CC=CC=C2CC1)=O (tert-butoxy)-3,4-dihydronaphthalen-1(2H)-one